(3aR*,6aS*)-3-cyclopropylhexahydro-2H-pyrrolo[3,4-d]oxazol-2-one hydrochloride tert-Butyl-(1R*,5S*)-6-oxa-3-azabicyclo[3.1.0]hexane-3-carboxylate C(C)(C)(C)OC(=O)N1C[C@H]2O[C@H]2C1.Cl.C1(CC1)N1C(O[C@@H]2[C@H]1CNC2)=O |o1:9,11,20,21|